OC1=C(C=C(C=C1C)C(C1=CC(=C(C=C1)O)OC)C1=CC(=C(C(=C1)C)O)C)C bis(4-hydroxy-3,5-dimethylphenyl)-(4-hydroxy-3-methoxyphenyl)Methane